ClC1=CC=C(C=C1)C(N1C[C@@H](N(C[C@H]1C)C1=CC(N(C=2C=CC(=NC12)C#N)C)=O)C)C1=CC=CC=C1 8-[(2S,5R)-4-[(4-chlorophenyl)(phenyl)methyl]-2,5-dimethylpiperazin-1-yl]-5-methyl-6-oxo-5,6-dihydro-1,5-naphthyridine-2-carbonitrile